2-[2-(aminomethyl)-3,3-difluoro-allyl]-4-[3-methyl-5-(3-piperazin-1-ylphenyl)-2-pyridyl]-1,2,4-triazol-3-one NCC(CN1N=CN(C1=O)C1=NC=C(C=C1C)C1=CC(=CC=C1)N1CCNCC1)=C(F)F